FC1=C(C=C(C=C1)F)C1=NN2C(NCC(C2)CN(C)C)=C1C=1C=CC(N(N1)C1=C(C=CC=C1)C)=O (-)-6-(2-(2,5-difluorophenyl)-6-[(dimethylamino)methyl]-4,5,6,7-tetrahydropyrazolo[1,5-a]pyrimidin-3-yl)-2-(2-methylphenyl)pyridazin-3(2H)-one